N1CC(C1)NC=1C(=NC(=CC1C)Cl)C1=C2C(=NC=C1)C=C(S2)CN2C(C1C(C1C2=O)(C)C)=O 3-((7-(3-(azetidin-3-ylamino)-6-chloro-4-methylpyridin-2-yl)thieno[3,2-b]pyridin-2-yl)methyl)-6,6-dimethyl-3-azabicyclo[3.1.0]hexane-2,4-dione